N1=C(C=CC2=CC=C3C=CC=NC3=C12)C=1C=C(C=CC1)C1=C2C=CC3=C(C2=NC=2C4=C(C=CC12)C=CC=C4)C=CC=C3 7-(3-(1,10-phenanthroline-2-yl)phenyl)dibenzo[c,h]acridine